FC1=C(C=CC=C1)CC=1SC(=CN1)C(=O)O 2-[(2-fluorophenyl)methyl]Thiazole-5-carboxylic acid